(2S)-2-cyclopropyl-2-(9H-fluoren-9-yl-methoxycarbonyl-amino)acetic acid C1(CC1)[C@@H](C(=O)O)N(C(=O)OC)C1C2=CC=CC=C2C=2C=CC=CC12